N-8-quinolinylbenzamide N1=CC=CC2=CC=CC(=C12)NC(C1=CC=CC=C1)=O